2'-(azidomethyl)-4,4'-dimethoxy-[1,1'-biphenyl]-2-Formate N(=[N+]=[N-])CC1=C(C=CC(=C1)OC)C=1C(=CC(=CC1)OC)C(=O)[O-]